NC1=C(C(=CC(=N1)C=1C(=C2[C@H](N(C(C2=CC1)=O)C1C(NC(CC1)=O)=O)C)F)C)C 3-((R)-5-(6-amino-4,5-dimethylpyridin-2-yl)-4-fluoro-3-methyl-1-oxoisoindolin-2-yl)piperidine-2,6-dione